(4aR,5aR)-4,4a,5,5a-Tetrahydrocyclopropa[4,5]pyrrolo[1,2-c][1,2,3]oxadiazol-6-ium-3-olate N=1OC(=C2[N+]1[C@H]1[C@@H](C2)C1)[O-]